3,3-Dibutyl-2,3,4,5-tetrahydro-5-phenyl-1,4-benzothiazepin-8-ol 1,1-dioxide C(CCC)C1(CS(C2=C(C(N1)C1=CC=CC=C1)C=CC(=C2)O)(=O)=O)CCCC